ClC1=CN=CN1CC1=CC(C(=C(N1CC)C1=CC(=C(C=C1)Cl)Cl)C(=O)O)=O 6-[(5-chloroimidazol-1-yl)methyl]-2-(3,4-dichlorophenyl)-1-ethyl-4-oxo-pyridine-3-carboxylic acid